3-(dimethylamino)-1,2-propanediol-3,3-d 2(S)-quinuclidin-3-yl-(6-(4-methoxyphenyl)-1,2,3,4-tetrahydronaphthalen-1-yl)carbamate N12CC(C(CC1)CC2)[C@H]2C(C1=CC=C(C=C1CC2)C2=CC=C(C=C2)OC)NC(O)=O.CN(C(C(CO)O)([2H])[2H])C